dithio-bis-maleimidoethane C1=CC(=O)N(C1=O)CCSSCCN2C(=O)C=CC2=O